Ethyl 2,4-dichloroquinoline-6-carboxylate ClC1=NC2=CC=C(C=C2C(=C1)Cl)C(=O)OCC